molybdenum triethoxide [O-]CC.[O-]CC.[O-]CC.[Mo+3]